N1N=CC(=C1)C1CN(CCO1)C1=NC(=NC=C1)C1=CN=C2SC(=CN21)C(F)(F)F 2-(1H-pyrazol-4-yl)-4-[2-[2-(trifluoromethyl)imidazo[2,1-b]thiazol-5-yl]pyrimidin-4-yl]morpholine